FC=1C=CC(=NC1)C=1C=C2C(=NC=NC2=C(C1)OC)OCOCC[Si](C)(C)C 6-(5-Fluoropyridin-2-yl)-8-methoxy-4-((2-(trimethylsilyl)ethoxy)methoxy)quinazoline